tert-butyl 4-(1-(5-(cyclopropylmethoxy)-2-(1-methyl-1H-pyrazol-4-yl)-4-nitrophenyl)piperidin-4-yl)piperazine-1-carboxylate C1(CC1)COC=1C(=CC(=C(C1)N1CCC(CC1)N1CCN(CC1)C(=O)OC(C)(C)C)C=1C=NN(C1)C)[N+](=O)[O-]